2-[(1S,4S)-5-(4-methyl-6-{[2-(4-methyl-4H-1,2,4-triazol-3-yl)-[1,3]thiazolo[5,4-c]pyridin-6-yl]amino}pyrimidin-2-yl)-2,5-diazabicyclo[2.2.1]heptan-2-yl]ethan-1-ol CC1=NC(=NC(=C1)NC1=CC2=C(C=N1)SC(=N2)C2=NN=CN2C)N2[C@@H]1CN([C@H](C2)C1)CCO